3-(2-((tert-butyldimethylsilyl)oxy)ethyl)cyclopentanone [(3S)-1-methyl-5-oxo-pyrrolidin-3-yl]-4-[3-(2-hydroxy-3-pyridyl)pyrazolo[1,5-a]pyrimidin-5-yl]piperazine-1-carboxylate CN1C[C@H](CC1=O)OC(=O)N1CCN(CC1)C1=NC=2N(C=C1)N=CC2C=2C(=NC=CC2)O.[Si](C)(C)(C(C)(C)C)OCCC2CC(CC2)=O